CC(CSC)(C)NC(=O)C=1C2=CN(N=C2C(=CC1)F)C=1C=NC=CC1 N-[1,1-dimethyl-2-(methylthio)ethyl]-7-fluoro-2-(3-pyridyl)-2H-indazole-4-carboxamide